CC(C(=O)N1C[C@@H](N(C[C@H]1C)C(=O)OC(C)(C)C)C1=CC(=CC=C1)N1CCN(CC1)C)(C)C tert-Butyl (2S,5R)-4-(2,2-dimethylpropanoyl)-5-methyl-2-[3-(4-methylpiperazin-1-yl)phenyl]piperazine-1-carboxylate